4-(7-hydroxy-6-methoxyquinazolin-4-yl)-1,4-diazacycloheptane-1-sulfonamide hydrochloride Cl.OC1=C(C=C2C(=NC=NC2=C1)N1CCN(CCC1)S(=O)(=O)N)OC